C(=O)(O)C[N+](C)(C)C carboxy-N,N,N-trimethylmethanaminium